O=C1N(C(C2=CC=CC=C12)=O)C(C)CCSC 2-(1,3-dioxoisoindolin-2-yl)-4-(methylthio)butane